C12(CC3CC(CC(C1)C3)C2)C2=CC=C(C=C2)S(=O)(=O)N2C(CCCC2)C(=O)O 1-((4-((3r,5r,7r)-adamantan-1-yl)phenyl)sulfonyl)piperidine-2-carboxylic acid